(E)-2-(1,3-dithian-2-yl)-4-(4-methoxyphenyl)-6-(4-methoxystyryl)-3-phenyl-4H-pyran S1C(SCCC1)C=1OC(=CC(C1C1=CC=CC=C1)C1=CC=C(C=C1)OC)\C=C\C1=CC=C(C=C1)OC